6-oxaspiro[3.4]octan-2-one C1C(CC12COCC2)=O